(E)-1-(2,4-dihydroxy-6-methoxyphenyl)-3-(4-Isopropylphenyl)prop-2-en-1-one OC1=C(C(=CC(=C1)O)OC)C(\C=C\C1=CC=C(C=C1)C(C)C)=O